N[C@@H](C(=O)O)CNC(C1=CC(=CC(=C1)C1=CN=NN1C)F)=O (R)-2-amino-3-(3-fluoro-5-(1-methyl-1H-1,2,3-triazol-5-yl)benzamido)propanoic acid